1-(5-(3-fluorophenoxy)pyrazin-2-yl)-4'H,6'H-spiro[piperidine-4,5'-pyrrolo[1,2-b]pyrazol]-4'-amine FC=1C=C(OC=2N=CC(=NC2)N2CCC3(C(C=4N(N=CC4)C3)N)CC2)C=CC1